3-(4-{[4-(methoxymethyl)phenyl]sulfamoyl}phenyl)-1-(pyridin-3-ylmethyl)urea COCC1=CC=C(C=C1)NS(=O)(=O)C1=CC=C(C=C1)NC(NCC=1C=NC=CC1)=O